NC=1N=NNC=2C1N=CC2 4-aminopyrrolo-triazine